C(C=1C(C(=O)[O-])=CC=CC1)(=O)OCCCCCCC (ethyl)-n-pentyl phthalate